C(C)(C)(C)OC(NS(=O)(=O)N1C[C@@H](CC1)F)=O N-[(3R)-3-fluoropyrrolidin-1-yl]Sulfonyl-carbamic acid tert-butyl ester